(1R,2S,3R,5R)-3-{5-ethenyl-4-methylpyrrolo[2,3-d]pyrimidin-7-yl}-5-[{{3-[(2-phenylethyl)amino]propyl}amino}methyl]cyclopentane-1,2-diol C(=C)C1=CN(C=2N=CN=C(C21)C)[C@H]2[C@@H]([C@@H]([C@H](C2)CNCCCNCCC2=CC=CC=C2)O)O